(S)-3-(5-(4-((1-(4-((3S,4S)-3-cyclohexyl-7-hydroxyisochroman-4-yl)phenyl)piperidin-4-yl)methyl)piperazin-1-yl)-1-oxoisoindolin-2-yl)piperidine-2,6-dione C1(CCCCC1)[C@@H]1OCC2=CC(=CC=C2[C@@H]1C1=CC=C(C=C1)N1CCC(CC1)CN1CCN(CC1)C=1C=C2CN(C(C2=CC1)=O)[C@@H]1C(NC(CC1)=O)=O)O